C(C)(C)(C)OC(=O)NC=1SC2=C(N1)C(=CC=C2)C2CC=1N=C(N=C(C1CO2)N2C[C@@H](N(CC2)C(=O)OC(C)(C)C)CC#N)Cl tert-butyl (2S)-4-(7-(2-((tert-butoxycarbonyl)amino)benzo[d]thiazol-4-yl)-2-chloro-7,8-dihydro-5H-pyrano[4,3-d]pyrimidin-4-yl)-2-(cyanomethyl)piperazine-1-carboxylate